BrC1=C(C=C2C(=NC(=NC2=C1F)Cl)N([C@@H]1CN(CC1)C(=O)OC(C)(C)C)C)I tert-butyl (3S)-3-[(7-bromo-2-chloro-8-fluoro-6-iodo-quinazolin-4-yl)-methyl-amino]pyrrolidine-1-carboxylate